COC1=C(CNC2=NC=3C=NC=CC3C3=C2COC3)C=CC(=C1)OC 4-((2,4-dimethoxybenzyl)amino)-1,3-dihydrofuro[3,4-c][1,7]Naphthyridine